4-methyl-N-[(1s,4s)-4-{[2-(trifluoromethyl)quinolin-4-yl]amino}cyclohexyl]thiophene-2-carboxamide CC=1C=C(SC1)C(=O)NC1CCC(CC1)NC1=CC(=NC2=CC=CC=C12)C(F)(F)F